BrC=1C=CC=C2C(=CNC12)CCNC(C1=C(C=C(C=C1)C)O)=O N-(2-(7-bromo-1H-indol-3-yl)ethyl)-2-hydroxy-4-methylbenzamide